5-(1-(2,2-difluoroethyl)-2-methyl-1H-imidazo[4,5-b]pyridin-6-yl)-4-methoxy-N-((4r,7r)-1-oxaspiro[3.5]nonan-7-yl)-7H-pyrrolo[2,3-d]pyrimidin-2-amine FC(CN1C(=NC2=NC=C(C=C21)C2=CNC=1N=C(N=C(C12)OC)NC1CCC2(CCO2)CC1)C)F